C(C)(C)N(C(C(C(C(=O)OCC)C)C)C)C(=O)OC ethyl 4-(isopropyl(methoxycarbonyl)amino)-2,3-dimethylpentanoate